CCCCCCCCSSCCCCCCCC di-N-octyl disulfide